2-[3-(trifluoromethoxy)propylsulfanyl]-3-(2-trimethylsilylethoxymethyl)benzonitrile FC(OCCCSC1=C(C#N)C=CC=C1COCC[Si](C)(C)C)(F)F